C(C)(C)(C)OC(=O)N1[C@@H](C[C@@H](C1)C1=C(C(=CC=C1OC)Cl)Cl)C=C (2S,4R)-4-(2,3-dichloro-6-methoxyphenyl)-2-vinylpyrrolidine-1-carboxylic acid tert-butyl ester